4,5,6,7-tetrahydro-[1,2,3]triazolo[1,5-a]pyrazine N1=NC=C2N1CCNC2